((1s,3s)-1-(3-bromophenyl)-3-methoxycyclobutyl)-4-methyl-4H-1,2,4-triazole BrC=1C=C(C=CC1)C1(CC(C1)OC)C1=NN=CN1C